CN(C(/C=C/CC[C@@H](C(=O)NC=1C(N(C=CC1)CC1=NC2=C(N1C(=O)OCC)C=CC(=C2)F)=O)NC(=O)OC)=O)C ethyl (S,E)-2-((3-(7-(dimethylamino)-2-((methoxycarbonyl)amino)-7-oxohept-5-enamido)-2-oxopyridin-1(2H)-yl)methyl)-5-fluoro-1H-benzo[d]imidazole-1-carboxylate